FC(/C(=C/F)/F)(F)F Z-3,3,3,2,1-pentafluoropropene